1-(3-(thiazol-2-yl)propanoyl)-1,2,5,6-tetrahydropyridin S1C(=NC=C1)CCC(=O)N1CC=CCC1